2-methoxy-N-(4-(trifluoromethyl)benzyl)ethan-1-amine COCCNCC1=CC=C(C=C1)C(F)(F)F